benzoimidazole-5-carboxylic acid (tetrahydro-furan-2-ylmethyl)-amide O1C(CCC1)CNC(=O)C1=CC2=C(N=CN2)C=C1